CN(C1CCN(CC1)C(=O)C1=CC=C(C=C1)N1N=C(C(C1=O)NNC1=CC=C(C=C1)O)C1=CC=CC=C1)C 2-(4-(4-(dimethylamino)piperidine-1-carbonyl)phenyl)-4-(2-(4-hydroxyphenyl)hydrazino)-5-phenyl-2,4-dihydro-3H-pyrazol-3-one